CN(CC(=O)NC=1C=C2C(N(CC2=CC1)C1C(NC(CC1)=O)=O)=O)C 2-(dimethylamino)-N-[2-(2,6-dioxo-3-piperidinyl)-3-oxo-isoindolin-5-yl]acetamide